2-cyclopropyl-N-(5-(6-(3-methoxy-4-(morpholine-4-carbonyl)phenyl)pyrazin-2-yl)thiophen-3-yl)acetamide C1(CC1)CC(=O)NC1=CSC(=C1)C1=NC(=CN=C1)C1=CC(=C(C=C1)C(=O)N1CCOCC1)OC